(3-phenyl-propyl)-2,3-dihydro-1H-isoindole-4-carboxylic acid amide C1(=CC=CC=C1)CCCC1NCC=2C(=CC=CC12)C(=O)N